4-(3-(7-(diethyl-amino)-2-oxo-2H-chromen-3-yl)-5-(p-tolyl)-4,5-dihydro-1H-pyrazole-1-yl)benzoic acid C(C)N(C1=CC=C2C=C(C(OC2=C1)=O)C1=NN(C(C1)C1=CC=C(C=C1)C)C1=CC=C(C(=O)O)C=C1)CC